I.N1(CCCC1)NC(=N)N pyrrolidinyl-guanidine hydroiodide